C(C1=CC=CC=C1)OC1=NC(=CC=C1C1=NN(C2=CC(=CC=C12)NC1=C(C=C(C=C1)CC(=O)O)C)C)OCC1=CC=CC=C1 2-(4-((3-(2,6-bis(benzyloxy)pyridin-3-yl)-1-methyl-1H-indazol-6-yl)amino)-3-methylphenyl)acetic acid